C(C(C)C)N(C(SSC(N(CC(C)C)CC(C)C)=S)=S)CC(C)C tetra-isobutylthiuram disulphide